5-(acetylamino)-N-[5-(4,4-difluorohexahydropyridin-1-yl)-3-methylphenyl]-4-{[(methylcyclopropyl)dioxy-lambda6-thio]amino}-2-(6-azaspiro[2.5]oct-6-yl)benzamide Calcium hydroxid [OH-].[Ca+2].C(C)(=O)NC=1C(=CC(=C(C(=O)NC2=CC(=CC(=C2)N2CCC(CC2)(F)F)C)C1)N1CCC2(CC2)CC1)N[SH4]OOC1(CC1)C.[OH-]